NC=1C(=C(C=C2C=C(N=CC12)NC(=O)[C@@H]1[C@H]([C@@H]1C)CC#N)C=1C=NC=CC1C)F (1S,2S,3S)-N-(8-amino-7-fluoro-6-(4-methylpyridin-3-yl)isoquinolin-3-yl)-2-(cyanomethyl)-3-methylcyclopropane-1-carboxamide